C1NC=CC(=N1)N 2'-deoxycytosine